C(C)(C)(C)OOC(C)(C)C1=C(C=CC=C1)C(C)(C)OOC(C)(C)C bis-(tert-butylperoxyisopropyl)benzene